tert-butyl (3s,4r)-3-fluoro-4-methoxypiperidine-1-carboxylate F[C@H]1CN(CC[C@H]1OC)C(=O)OC(C)(C)C